2-(2,6-dioxopiperidin-3-yl)-5-((14-hydroxy-3,6,9,12-tetraoxatetradecyl)amino)isoindoline-1,3-dione O=C1NC(CCC1N1C(C2=CC=C(C=C2C1=O)NCCOCCOCCOCCOCCO)=O)=O